N1=CN=C2NC=NC2=C1C=1C(=NC=CC1)NC=1C=CC(=C(C1)NC(C1=CC(=CC=C1)C1CC1)=O)F N-(5-(3-(9H-purin-6-yl)pyridin-2-ylamino)-2-fluorophenyl)-3-cyclopropylbenzamide